4-[(3S)-3-amino-3-methylpyrrolidin-1-yl]-6-cyano-5-(3,5-difluorophenyl)-N-[1-(1-methyl-1H-1,2,3-triazol-4-yl)ethyl]pyridine-3-carboxamide N[C@@]1(CN(CC1)C1=C(C=NC(=C1C1=CC(=CC(=C1)F)F)C#N)C(=O)NC(C)C=1N=NN(C1)C)C